N-(1-(7-(3-Fluoroazetidin-1-yl)-2-methylquinolin-5-yl)cyclopropyl)-2-methyl-5-((1-methylazetidin-2-yl)methoxy)benzamide FC1CN(C1)C1=CC(=C2C=CC(=NC2=C1)C)C1(CC1)NC(C1=C(C=CC(=C1)OCC1N(CC1)C)C)=O